9-((3aR,3bS,4aS,5R,5aS)-3b-(chloromethyl)-2,2-dimethylhexahydrocyclopropa[3,4]cyclopenta[1,2-d][1,3]dioxol-5-yl)-2-iodo-9H-purin-6-amine ClC[C@@]12[C@@H]([C@H]([C@@H]3OC(O[C@@H]31)(C)C)N3C1=NC(=NC(=C1N=C3)N)I)C2